BrC=1C=CC2=C(C(CN(CC2)S(=O)(=O)C)CS(=O)(=O)[O-])C1 8-bromo-3-(methylsulfonyl)-2,3,4,5-tetrahydro-1H-benzo[d]azepin-1-ylmethanesulfonate